1-(3-Amino-4-methylphenyl)-9-(piperidin-1-yl)benzo[h][1,6]naphthyridin-2(1H)-one NC=1C=C(C=CC1C)N1C(C=CC2=CN=C3C(=C12)C=C(C=C3)N3CCCCC3)=O